(E)-4-fluoro-N-phenyl-N'-((4-(trifluoromethyl)benzoyl)oxy)benzimidamide FC1=CC=C(/C(/NC2=CC=CC=C2)=N\OC(C2=CC=C(C=C2)C(F)(F)F)=O)C=C1